bistrimethylamine Lithium [Li].CN(C)C.CN(C)C